(2S,4R)-N-Boc-4-hydroxy-proline C(=O)(OC(C)(C)C)N1[C@@H](C[C@H](C1)O)C(=O)O